ClCC=1C2=C(C(NN1)=O)C=NC(=C2)C=2C=NN(C2C=2C(=C1C=CC=3N(C1=CC2F)C(=NN3)C)C#N)C 1-(chloromethyl)-7-(5-(6-cyano-8-fluoro-1-methyl-[1,2,4]triazolo[4,3-a]quinolin-7-yl)-1-methyl-1H-pyrazol-4-yl)-4-oxo-3,4-dihydropyrido[3,4-d]pyridazine